(1S,2R,3S,4R)-3-(4-formylpiperazine-1-carbonyl)-7-oxabicyclo[2.2.1]heptane-2-carboxylic acid C(=O)N1CCN(CC1)C(=O)[C@H]1[C@H]([C@@H]2CC[C@H]1O2)C(=O)O